BrC=1C=C(C=CC1)C(C(C#N)(C)C)=O 3-(3-Bromophenyl)-2,2-dimethyl-3-oxopropionitrile